[Na].C(CC)O[Si](CCC(F)(F)F)(OCCC)OCCC tripropoxy(3,3,3-trifluoropropyl)silane Sodium